C(#N)C1=CC=C(C=C1)C1=C2CN(CC2=CC(=C1)NCC(C)(C)O)C#N 4-(4-cyanophenyl)-6-((2-hydroxy-2-methylpropyl)amino)isoindoline-2-carbonitrile